C1(CCCC1)NC(=O)C=1C=C(C=C(C1O)OC)N1C=NC(=C1)NC1=NC(=NN2C1=CC=C2)N2[C@@H](CCC2)C(=O)N (S)-1-(4-((1-(3-(cyclopentylcarbamoyl)-4-hydroxy-5-methoxyphenyl)-1H-imidazol-4-yl)amino)pyrrolo[2,1-f][1,2,4]triazin-2-yl)pyrrolidine-2-carboxamide